N-(4-fluorophenyl)-5-(3,4,5-trimethoxyphenyl)-[1,2,4]triazolo[1,5-c]pyrimidin-2-amine FC1=CC=C(C=C1)NC1=NN2C(=NC=CC2=N1)C1=CC(=C(C(=C1)OC)OC)OC